ClC=1C=NC(=CC1)N1N=NN=C1CN(C(C)C)C1CCCCC1 3-chloro-6-(5-((cyclohexyl-(isopropyl)amino)methyl)-1H-tetrazol-1-yl)pyridine